2-(4-(2-((4-(Bis(2-hydroxytetradecyl)amino)butyl)disulfaneyl)ethyl)piperazin-1-yl)ethyl 4-(bis((Z)-2-hydroxyoctadec-9-en-1-yl)amino)butanoate OC(CN(CCCC(=O)OCCN1CCN(CC1)CCSSCCCCN(CC(CCCCCCCCCCCC)O)CC(CCCCCCCCCCCC)O)CC(CCCCCC\C=C/CCCCCCCC)O)CCCCCC\C=C/CCCCCCCC